1-(3-(6-chloro-7-fluoro-5-methoxy-3-(1-(tetrahydro-2H-pyran-2-yl)-1H-pyrazol-4-yl)-1H-indol-2-yl)-1-(4-methoxybenzyl)-1H-1,2,4-triazol-5-yl)-2-methoxyethan-1-one ClC1=C(C=C2C(=C(NC2=C1F)C1=NN(C(=N1)C(COC)=O)CC1=CC=C(C=C1)OC)C=1C=NN(C1)C1OCCCC1)OC